6-(benzyloxy)-7-methoxy-1-[(E)-2-{4-methoxy-2-methyl-5-[(prop-2-yn-1-yl)oxy]phenyl}ethenyl]-1,2,3,4-tetrahydroisoquinoline C(C1=CC=CC=C1)OC=1C=C2CCNC(C2=CC1OC)\C=C\C1=C(C=C(C(=C1)OCC#C)OC)C